7-azaspiro[3.5]nonan-2-yl 4-((7,7-difluoro-9-isopropyl-5-methyl-6-oxo-6,7,8,9-tetrahydro-5H-pyrimido[4,5-b][1,4]diazepin-2-yl)amino)-3-methoxybenzoate FC1(C(N(C2=C(N(C1)C(C)C)N=C(N=C2)NC2=C(C=C(C(=O)OC1CC3(C1)CCNCC3)C=C2)OC)C)=O)F